phenyl-bis[(trimethylsiloxy)dimethylsiloxy]silane C1(=CC=CC=C1)[SiH](O[Si](O[Si](C)(C)C)(C)C)O[Si](C)(C)O[Si](C)(C)C